C(C)(C)(C)OC([C@H](C(C)C)N(C)C(=O)N1CC(C1)\C=C(\S(=O)(=O)C)/F)=O.C(C1=CC=CC=C1)(=O)[C-]1C=CC=C1.[C-]1(C=CC=C1)C(C1=CC=CC=C1)=O.[Fe+2] 1,1'-dibenzoyl-ferrocene tert-butyl-(2S)-2-[[3-[(E)-2-fluoro-2-methylsulfonyl-vinyl]azetidine-1-carbonyl]-methyl-amino]-3-methyl-butanoate